FC1=CC(=C(C=C1)C1=CC(=CC=C1)C=1OC2=C(N1)C=C(C=C2C(F)(F)F)C(C)=O)C2=NN=CN2C 1-(2-(4'-Fluoro-2'-(4-methyl-4H-1,2,4-triazol-3-yl)-[1,1'-biphenyl]-3-yl)-7-(trifluoromethyl)benzo[d]oxazol-5-yl)ethan-1-one